N,N'-1,4-Phenylenbis(2-methyl-2-propenamid) C1(=CC=C(C=C1)NC(C(=C)C)=O)NC(C(=C)C)=O